CC1=NC2=CC=C(C=C2C(=N1)N1CC=2C=C(C=NC2CC1)C1=C(C=CC=C1)C)C 2,6-dimethyl-4-(3-(o-tolyl)-7,8-dihydro-1,6-naphthyridin-6(5H)-yl)quinazoline